9-acetyl-7-(4-amino-5-hydroxy-6-methyl-tetrahydropyran-2-yl)oxy-6,9,11-trihydroxy-7,8,9,10-tetrahydro-tetracene-5,12-dione C(C)(=O)C1(CC(C=2C(=C3C(C=4C=CC=CC4C(C3=C(C2C1)O)=O)=O)O)OC1OC(C(C(C1)N)O)C)O